(2S,3S,4R,5R,6R)-2-(4-chloro-3-(4-ethoxyphenyl)phenyl)-6-((dodecanoyloxy)methyl)tetrahydro-2H-pyran ClC1=C(C=C(C=C1)[C@H]1O[C@H](CCC1)COC(CCCCCCCCCCC)=O)C1=CC=C(C=C1)OCC